[4,5-dimethyl-1,3-bis(2,4,6-trimethylphenyl)imidazolidin-2-yl][2-thienyl]ruthenium (II) CC1N(C(N(C1C)C1=C(C=C(C=C1C)C)C)[Ru]C=1SC=CC1)C1=C(C=C(C=C1C)C)C